FC(C1CN(C2(CC2)CC1)C(=O)N)(F)F 6-(trifluoromethyl)-4-azaspiro[2.5]octane-4-carboxamide